[F-].C(CCCCCC)[NH+]1CC(CCC1)C 1-Heptyl-3-Methylpiperidinium fluorid